C12CN(CC(CC1)N2)C2=NC(=NC1=C(C(=C(C=C21)Cl)C2=C(C(=CC(=N2)N(CC2=CC=C(C=C2)OC)CC2=CC=C(C=C2)OC)C)C(F)(F)F)F)OC[C@H]2N(CCC2)C 6-(4-(3,8-diazabicyclo[3.2.1]oct-3-yl)-6-chloro-8-fluoro-2-(((S)-1-methylpyrrolidin-2-yl)methoxy)quinazolin-7-yl)-N,N-bis(4-methoxybenzyl)-4-methyl-5-(trifluoromethyl)pyridin-2-amine